3-Mercapto-1,2-propandiol SCC(CO)O